((4-cyclopropyl-1-(2,6-dichlorophenyl)-1H-pyrazol-5-yl)methyl)phosphonic acid diethyl ester C(C)OP(OCC)(=O)CC1=C(C=NN1C1=C(C=CC=C1Cl)Cl)C1CC1